N1(CCC1)C=1N=CC(=NC1C)[C@@H](C)N1N=CC(=C1)NC(=O)C1=NC(=CN=C1)C1=C(C(=CC=C1C(F)F)Cl)F |o1:11| (R or S)-N-(1-(1-(5-(azetidin-1-yl)-6-methylpyrazin-2-yl)ethyl)-1H-pyrazol-4-yl)-6-(3-chloro-6-(difluoromethyl)-2-fluorophenyl)pyrazine-2-carboxamide